C([C@H](C=O)O)OP(=O)([O-])[O-] The molecule is dianion of D-glyceraldehyde 3-phosphate arising from deprotonation of both OH groups of the phosphate. It is a conjugate base of a D-glyceraldehyde 3-phosphate.